1-hydroxy-24-methylpentacos-20-yne OCCCCCCCCCCCCCCCCCCCC#CCCC(C)C